C(#N)C=1C=NN2C1C(=CC(=C2)OC)C=2N=CC(=NC2)N2CCC(CC2)(C)NC(C2=C(C(=CC=C2F)F)F)=O N-(1-(5-(3-cyano-6-methoxypyrazolo[1,5-a]pyridin-4-yl)pyrazin-2-yl)-4-methylpiperidin-4-yl)-2,3,6-trifluorobenzamide